2-chloro-6-methyl-3-(1H-pyrazol-4-yl)pyridine ClC1=NC(=CC=C1C=1C=NNC1)C